C(C)(C)(C)OC(=O)N[C@@H]1[C@H](C[C@@H](CC1)F)C(=O)OCC Ethyl (1S,2S,5R)-2-((tert-butoxycarbonyl)amino)-5-fluorocyclohexane-1-carboxylate